(1S,3aR,6aS)-2-(9-fluoro-9H-fluorene-9-carbonyl)-N-((R)-4-hydroxy-3-oxo-1-((R)-2-oxopyrrolidin-3-yl)butan-2-yl)octahydrocyclopenta[c]pyrrole-1-carboxamide FC1(C2=CC=CC=C2C=2C=CC=CC12)C(=O)N1[C@@H]([C@@H]2[C@H](C1)CCC2)C(=O)N[C@H](C[C@@H]2C(NCC2)=O)C(CO)=O